6-fluoro-7-{1-[(2-methyl-1H-1,3-benzimidazol-6-yl)carbonyl]-4-piperidyl}-1,3-dihydro-1,3,4-triaza-2-indenone FC1=CN=C2NC(NC2=C1C1CCN(CC1)C(=O)C=1C=CC2=C(NC(=N2)C)C1)=O